[C].[P].[Fe] Iron phosphorus carbon